C(C)(C)(C)OC(=O)N[C@@H](C)C(=O)OCCCCCCCCCCCCC tridecyl (tert-butoxycarbonyl)-L-alaninate